N-((R)-1-(3-(difluoromethyl)-2-fluorophenyl)ethyl)-1-(1-(difluoromethyl)cyclopropyl)-4-(((1R,5s,6s)-3-methyl-3-azabicyclo[3.1.0]hex-6-yl)amino)-6-oxo-1,6-dihydropyridine-3-carboxamide FC(C=1C(=C(C=CC1)[C@@H](C)NC(=O)C1=CN(C(C=C1NC1[C@@H]2CN(C[C@H]12)C)=O)C1(CC1)C(F)F)F)F